CC(CCCS)C 4-methyl-1-pentyl thiol